C(C)(C)(C)OC(NC1CCC(CC1)(C)N(CC=C)CC=C)=O 4-Diallylamino-4-methyl-cyclohexyl-carbamic acid tert-butyl ester